C1(CC1)C1=NN=C2N1C=CC(=C2C)CC(C(=O)[O-])(C)C 3-(3-cyclopropyl-8-methyl-[1,2,4]triazolo[4,3-a]pyridin-7-yl)-2,2-dimethylpropanoate